NC=1C2=C(N=CN1)N(C(=C2C2=CC(=C(C=C2)OC2=NC=CC(=N2)C)F)C2=CC[C@H](CC2)NC(C=C)=O)C (S)-N-(4-(4-amino-5-(3-fluoro-4-((4-methylpyrimidin-2-yl)oxy)phenyl)-7-methyl-7H-pyrrolo[2,3-d]pyrimidin-6-yl)cyclohex-3-en-1-yl)acrylamide